[Si](C)(C)(C(C)(C)C)OCCNC=1C2=C(N=C(N1)OC[C@]13CCCN3C[C@@H](C1)F)C(=C(N=C2OC)Cl)F N-(2-((tert-butyldimethylsilyl)oxy)ethyl)-7-chloro-8-fluoro-2-(((2R,7aS)-2-fluorotetrahydro-1H-pyrrolizin-7a(5H)-yl)methoxy)-5-methoxypyrido[4,3-d]pyrimidin-4-amine